[3-(1-AMINO-4-METHYLPHTHALAZIN-6-YL)-4-(TRIFLUOROMETHYL)PHENYL]BORONIC ACID FORMIC ACID SALT C(=O)O.NC1=NN=C(C2=CC(=CC=C12)C=1C=C(C=CC1C(F)(F)F)B(O)O)C